5-[1-(cyanomethyl)-3-(trifluoromethyl)pyrazol-4-yl]-N-[3-ethyl-4-[4-[rac-(3R,4R)-3-amino-4-methylpiperidine-1-carbonyl]piperazine-1-carbonyl]phenyl]-1-methylimidazole-2-carboxamide C(#N)CN1N=C(C(=C1)C1=CN=C(N1C)C(=O)NC1=CC(=C(C=C1)C(=O)N1CCN(CC1)C(=O)N1C[C@@H]([C@@H](CC1)C)N)CC)C(F)(F)F |r|